1-methyl-7-phenoxyisoquinoline CC1=NC=CC2=CC=C(C=C12)OC1=CC=CC=C1